N1([C@H]2[C@@H](CCC1)CNC2)C2C=1N(CCN2)CCC1 (4aS,7aS)-octahydro-6H-pyrrolo[3,4-b]pyridinyl-hexahydropyrrolo[1,2-a]pyrazine